[Ru+2].ClC1C(C(C(CC1)(P(C1CCCCC1)C1CCCCC1)Cl)=CC1=CC=CC=C1)=C1N(CCN1C1=C(C=C(C=C1C)C)C)C1=C(C=C(C=C1C)C)C dichloro[1,3-bis(2,4,6-trimethylphenyl)-2-imidazolidinylidene](benzylidene)(tricyclohexyl-phosphine) ruthenium(II)